O=C1N(C(C2=C(N1CC1=CC=C(C(=O)NO)C=C1)N=CC=C2)=O)CCC2=CC=CC=C2 4-((2,4-dioxo-3-phenethyl-3,4-dihydropyrido[2,3-d]pyrimidin-1(2H)-yl)methyl)-N-hydroxybenzoamide